Amyloxyacetic acid C(CCCC)OCC(=O)O